benzyl (E)-3-((4-aminophenyl)thio)acrylate NC1=CC=C(C=C1)S/C=C/C(=O)OCC1=CC=CC=C1